ClC1=NC=C(C=C1)CN(C1=NC(=CC(=C1[N+](=O)[O-])C)OC)CCO N-(2-chloropyridin-5-yl)methyl-N-(2-hydroxyethyl)-6-methoxy-4-methyl-3-nitropyridin-2-amine